4-(((2-bromoethyl)amino)methyl)benzonitrile BrCCNCC1=CC=C(C#N)C=C1